(R)-3-(5-(3-(8-amino-3,4-dihydro-2,7-naphthyridin-2(1H)-yl)phenyl)isoxazol-3-yl)-3-hydroxy-1-methylpyrrolidin-2-on NC=1N=CC=C2CCN(CC12)C=1C=C(C=CC1)C1=CC(=NO1)[C@]1(C(N(CC1)C)=O)O